CN1C(=NN=C1)C1=C(C=CC(=C1)C#N)C1=CC(=CC=C1)C=1OC2=C(N1)C=CC=C2C(F)(F)F 2-(4-Methyl-4H-1,2,4-triazol-3-yl)-3'-(7-(trifluoromethyl)benzo[d]oxazol-2-yl)-[1,1'-biphenyl]-4-carbonitrile